Cl.ClC1=CC=C(C[C@H]2CO[C@H](CN2C2CCC(CC2)C2=NN(C(=C2)C)C)CS(=O)(=O)CC)C=C1 (2R,5S)-5-(4-chlorobenzyl)-4-(4-(1,5-dimethyl-1H-pyrazol-3-yl)cyclohexyl)-2-((ethylsulfonyl)methyl)-morpholine hydrochloride